FCOC1=C2CCN(CC2=CC=C1)C(=O)C=1N=C(C2=C(N1)OC(=C2)C)NC2(CC2)C [5-(fluoromethoxy)-1,2,3,4-tetrahydroisoquinoline-2-carbonyl]-6-methyl-N-(1-methylcyclopropyl)furo[2,3-d]pyrimidin-4-amine